4,9-dioxa-1,12-diaminododecane NCCCOCCCCOCCCN